Cl.C[C@@H]1N(CCNC1)C1=NC=C(C=N1)C(F)(F)F (S)-2-(2-methylpiperazin-1-yl)-5-(trifluoromethyl)pyrimidine hydrochloride